CNC1CC2=C(N(N=C2CC1)C1=NC=CC=C1)O 5-(methylamino)-2-(pyridin-2-yl)-4,5,6,7-tetrahydro-2H-indazol-3-ol